N,N,2-trimethyl-6-[1-oxo-2-(4-piperidyl)-6-isoquinolyl]imidazo[1,2-b]pyridazine-8-carboxamide CN(C(=O)C=1C=2N(N=C(C1)C=1C=C3C=CN(C(C3=CC1)=O)C1CCNCC1)C=C(N2)C)C